O[C@H]1CC[C@@H](N(C1)C(C(=O)NC=1C=C(C=NC1)C(=O)N)=O)C1=CC=CC=C1 5-[[2-[(2R,5S)-5-Hydroxy-2-phenyl-1-piperidyl]-2-oxo-acetyl]amino]pyridine-3-carboxamide